8-fluoro-3-(5-fluoro-3,3-dimethyl-3,4-dihydro-isoquinolin-1-yl)quinolone FC=1C=CC=C2C=C(C(NC12)=O)C1=NC(CC2=C(C=CC=C12)F)(C)C